C(C)(C)N(CC(O)C1=CNC2=C1C(=NC=C2)OC)C 2-(isopropyl(methyl)amino)-1-(4-methoxy-1H-pyrrolo[3,2-c]pyridin-3-yl)ethan-1-ol